(2S,5R)-5-(2-chlorophenyl)-1-(6-(5-cyano-2-methoxyphenyl)-5-methoxynicotinoyl)pyrrolidine-2-carboxylic acid ClC1=C(C=CC=C1)[C@H]1CC[C@H](N1C(C1=CN=C(C(=C1)OC)C1=C(C=CC(=C1)C#N)OC)=O)C(=O)O